N-(4-(4-((2S,5R)-4-acryloyl-2,5-dimethylpiperazin-1-yl)-6-chloro-2-(3-(dimethylamino)azetidin-1-yl)-8-fluoroquinazolin-7-yl)-5-methyl-1H-indazol-3-yl)acetamide C(C=C)(=O)N1C[C@@H](N(C[C@H]1C)C1=NC(=NC2=C(C(=C(C=C12)Cl)C1=C2C(=NNC2=CC=C1C)NC(C)=O)F)N1CC(C1)N(C)C)C